5-(3-(trifluoromethyl)phenyl)oxazole-2-carboxamide TFA salt OC(=O)C(F)(F)F.FC(C=1C=C(C=CC1)C1=CN=C(O1)C(=O)N)(F)F